α-hydroxy-β-aminobutyric acid OC(C(=O)O)C(C)N